5-chloro-3-cyclopropyl-N-((5-phenylpyridin-2-yl)methyl)pyrazolo[1,5-a]pyrimidin-7-amine ClC1=NC=2N(C(=C1)NCC1=NC=C(C=C1)C1=CC=CC=C1)N=CC2C2CC2